COC(CNC1=C2C(=NC(=C1)Cl)C(=C(S2)[C@H]2CC=CC[C@@H]2N)Br)=O (2-((1s,6s)-6-aminocyclohex-3-en-1-yl)-3-bromo-5-chlorothieno[3,2-b]pyridin-7-yl)glycine methyl ester